COP(=O)(O[C@@H]1CC(C(N1)=O)C1=CC(=C(C=C1)C=1C=NC(=CC1)C=1N=NN(N1)C)F)[O-] (5R)-(3-{3-Fluoro-4-[6-(2-methyl-2H-tetrazol-5-yl) pyridin-3-yl] phenyl}-2-oxoazolidin-5-yl) methylhydrogenphosphate